ethyl 4-[3-[bis[(4-methoxyphenyl) methyl] amino]-2-fluoro-6-(trifluoromethyl) phenyl]-5-methyl-2-oxo-cyclohexanecarboxylate COC1=CC=C(C=C1)CN(C=1C(=C(C(=CC1)C(F)(F)F)C1CC(C(CC1C)C(=O)OCC)=O)F)CC1=CC=C(C=C1)OC